potassium pyrophosphate [O-]P([O-])(=O)OP(=O)([O-])[O-].[K+].[K+].[K+].[K+]